5-(benzoylamino)n-pentanoic acid C(C1=CC=CC=C1)(=O)NCCCCC(=O)O